C1(NC2(N3C1=CC=CC3=O)CCCC2)=O spiro[cyclopentane-1,3'-imidazo[1,5-a]pyridine]-1',5'-dione